Cl.O1CCOC12CCC(CC2)N 1,4-dioxaspiro[4.5]decan-8-amine hydrochloride